(1H-pyrazol-1-yl)methanediamine hydrochloride Cl.N1(N=CC=C1)C(N)N